(2R,3R,4R,5R)-5-(2-amino-6-(methylamino)-9H-purin-9-yl)-4-fluoro-2-(((bis-((pivaloyloxy)methoxy)phosphoryl)oxy) methyl)-4-methyltetrahydrofuran-3-yl phenylacetate C1(=CC=CC=C1)CC(=O)O[C@@H]1[C@H](O[C@H]([C@]1(C)F)N1C2=NC(=NC(=C2N=C1)NC)N)COP(=O)(OCOC(C(C)(C)C)=O)OCOC(C(C)(C)C)=O